4-{[1-(3-carbamoyl-1-methyl-2-oxo-1,2-dihydroquinolin-4-yl)piperidin-4-yl]oxy}benzoic acid ethyl ester C(C)OC(C1=CC=C(C=C1)OC1CCN(CC1)C1=C(C(N(C2=CC=CC=C12)C)=O)C(N)=O)=O